3-[6-(2,3-Dihydro-benzo[1,4]dioxin-5-yl)-2-methoxy-pyridin-3-ylamino]-benzoic acid ethyl ester C(C)OC(C1=CC(=CC=C1)NC=1C(=NC(=CC1)C1=CC=CC=2OCCOC21)OC)=O